1-(3-chloropyridin-2-yl)-N-(7-(3,3-difluoroazetidine-1-carbonyl)-5-methylpyrazolo[1,5-a]pyridin-6-yl)-3-methoxy-1H-pyrazole-5-carboxamide ClC=1C(=NC=CC1)N1N=C(C=C1C(=O)NC=1C(=CC=2N(C1C(=O)N1CC(C1)(F)F)N=CC2)C)OC